NC=1N(C(C=2C=C(C=NC2C1C#N)COC)=O)C1=C(C(=CC=C1C)O)C 7-Amino-6-(3-hydroxy-2,6-dimethyl-phenyl)-3-(methoxymethyl)-5-oxo-1,6-naphthyridine-8-carbonitrile